O[C@@H](CNC)C=1C=C(C(=CC1)O)O (R)-4-[1-hydroxy-2-(methylamino)ethyl]benzene-1,2-diol